N-cyclopentyl-5-(ethoxymethyl)-3-(methoxymethyl)-1-methyl-2-phenyl-1H-indol-7-amine C1(CCCC1)NC=1C=C(C=C2C(=C(N(C12)C)C1=CC=CC=C1)COC)COCC